5-bromo-2-hydroxy-3-((3-(4-hydroxyphenyl)-1-methoxy-1-oxopropan-2-ylimino)methyl)phenyl 4-methylbenzoate CC1=CC=C(C(=O)OC2=C(C(=CC(=C2)Br)C=NC(C(=O)OC)CC2=CC=C(C=C2)O)O)C=C1